FC(OC=1C=C(C=C(C1)F)C1=CC=C2C(N(CN(C2=C1)S(=O)(=O)C1=CC(=CC=C1)C(F)(F)F)CCC(=O)O)=O)F 3-(7-(3-(difluoromethoxy)-5-fluorophenyl)-4-oxo-1-((3-(trifluoromethyl)phenyl)sulfonyl)-1,2-dihydroquinazolin-3(4H)-yl)propanoic acid